N2-{2-[4-(methanesulfonyl)phenyl][1,2,4]triazolo[1,5-c]quinazolin-5-yl}-N-propyl-D-alaninamide CS(=O)(=O)C1=CC=C(C=C1)C1=NN2C(=NC=3C=CC=CC3C2=N1)N[C@H](C)C(=O)NCCC